4,4',4''-(1,3,5-Triazine-2,4,6-triyl)tribenzoic acid N1=C(N=C(N=C1C1=CC=C(C(=O)O)C=C1)C1=CC=C(C(=O)O)C=C1)C1=CC=C(C(=O)O)C=C1